2-bromo-5-chloro-1,3-dimethylbenzene BrC1=C(C=C(C=C1C)Cl)C